C1(CC1)C=1C(=C(C=CC1)S(=O)(=N)C=1N=NC2=CC=CC=C2C1C(=O)NCC(F)(F)C1=C(C=C(C=C1)C)C)F 3-[S-(3-cyclopropyl-2-fluorophenyl)sulfonimidoyl]-N-[2-(2,4-dimethylphenyl)-2,2-difluoroethyl]cinnoline-4-carboxamide